C(C1=CC=CC=C1)N1[C@@H](C[C@@H](C1)C#N)CNC(=O)C=1NC2=CC(=CC=C2C1)C1=CC=C(C=C1)F N-(((2S,4S)-1-benzyl-4-cyanopyrrolidin-2-yl)methyl)-6-(4-fluorophenyl)-1H-indole-2-carboxamide